2-(3-(3-chlorophenyl)-1-methylureido)-5-oxo-5H-thieno[3,2-b]pyran-6-carboxylic acid ClC=1C=C(C=CC1)NC(N(C)C1=CC=2OC(C(=CC2S1)C(=O)O)=O)=O